6-Ethyl-N-(8-methoxy-4-methyl-2-oxo-1H-quinolin-6-yl)-2-morpholino-5,7-dihydropyrrolo[3,4-b]pyridine-3-carboxamide C(C)N1CC2=NC(=C(C=C2C1)C(=O)NC=1C=C2C(=CC(NC2=C(C1)OC)=O)C)N1CCOCC1